1-heneicosanoyl-2-(9Z-hexadecenoyl)-glycero-3-phosphoserine CCCCCCCCCCCCCCCCCCCCC(=O)OC[C@H](COP(=O)(O)OC[C@@H](C(=O)O)N)OC(=O)CCCCCCC/C=C\CCCCCC